BrC1=C(C=CC(=C1)O)C1=CC=CC=C1 bromo-(1,1'-biphenyl)-4-ol